FC=1C=C(C=CC1F)C1=NN(C(=C1)OC(C)OC(=O)OCC)C=1SC=C(N1)C(=O)OC(C)OC(=O)OCC 1-((ethoxycarbonyl)oxy)ethyl 2-(3-(3,4-difluorophenyl)-5-(1-((ethoxycarbonyl)oxy)ethoxy)-1H-pyrazol-1-yl)thiazole-4-carboxylate